N-methyl-3-(1-methylimidazol-4-yl)-4-[[4-(trifluoromethyl)cyclohexyl]methylamino]benzenesulfonamide CNS(=O)(=O)C1=CC(=C(C=C1)NCC1CCC(CC1)C(F)(F)F)C=1N=CN(C1)C